(2-oxo-2-(4-(2-(trifluoromethyl)phenyl)piperidin-1-yl)ethyl)phenyl sulfamate S(N)(OC1=C(C=CC=C1)CC(N1CCC(CC1)C1=C(C=CC=C1)C(F)(F)F)=O)(=O)=O